2,2-difluoro-N-hydroxy-2-(4-iodophenyl)acetamidine FC(C(=N)NO)(C1=CC=C(C=C1)I)F